ClC1=C(C=C(C=C1)C=1C=NN(C1)C1=C(C(=NN1C)OS(=O)(=O)C(C(F)(F)Cl)(F)F)C(F)(F)F)C(N(C)C1CC1)=O [5-[4-[4-chloro-3-[cyclopropyl(methyl)carbamoyl] phenyl]pyrazol-1-yl]-1-methyl-4-(trifluoromethyl)pyrazol-3-yl]2-chloro-1,1,2,2-tetrafluoro-ethanesulfonate